ClC1=C(C=CC(=C1)F)C1=CC=NC2=CC(=CC=C12)O[C@@H](C(=O)N1CCC2(CCNC2=O)CC1)C 8-[(2R)-2-[[4-(2-chloro-4-fluoro-phenyl)-7-quinolyl]oxy]propanoyl]-2,8-diazaspiro[4.5]decan-1-one